ClC=1N=C(C2=C(N1)N=C(S2)N(C(C)=O)C)C2=C(C=C(C=C2)Cl)F N-[5-chloro-7-(4-chloro-2-fluoro-phenyl)thiazolo[4,5-d]pyrimidin-2-yl]-N-methyl-acetamide